FC1=CC(=CC2=CN(N=C12)C)NC(=O)C=1C=CC(=C2C=NC(=NC12)OC)N1C[C@H](N([C@H](C1)C)C)C N-(7-fluoro-2-methylindazol-5-yl)-2-methoxy-5-[(3R,5S)-3,4,5-trimethylpiperazin-1-yl]quinazoline-8-carboxamide